4-((4-(2-Methoxyethoxy)pyridin-3-yl)amino)-N-(4-(4-methylpiperazin-1-yl)phenyl)-2-oxo-1,2-dihydropyridine-3-carboxamide COCCOC1=C(C=NC=C1)NC1=C(C(NC=C1)=O)C(=O)NC1=CC=C(C=C1)N1CCN(CC1)C